benzyl-(4-(bromomethyl)phenyl)sulfane C(C1=CC=CC=C1)SC1=CC=C(C=C1)CBr